3-(2-{3-[2-(3-mercapto-propyl)-4,4,6-trimethyl-[1,3,2]dioxasilinan-2-yloxy]-2-methyl-propoxy}-4,4,6-trimethyl-[1,3,2]dioxasilinan-2-yl)-propane-thiol SCCC[Si]1(OC(CC(O1)(C)C)C)OCC(CO[Si]1(OC(CC(O1)(C)C)C)CCCS)C